4-(benzo[b]thiophen-4-yl)-1-(4-(2-oxo-1,2-dihydroquinolin-7-yloxy)butyl)-1-(pentanoyloxymethyl)piperazin-1-ium chloride [Cl-].S1C2=C(C=C1)C(=CC=C2)N2CC[N+](CC2)(COC(CCCC)=O)CCCCOC2=CC=C1C=CC(NC1=C2)=O